C(C1=CC=CC=C1)N(S(=O)C(C)(C)C)[C@H]([C@H]1OC=CCC1)C1CC1 N-benzyl-N-[(S)-cyclopropyl-[(2S)-3,4-dihydro-2H-pyran-2-yl]methyl]-2-methyl-propane-2-sulfinamide